C(C)(C)(C)OC(=O)N[C@H](C(=O)OC)CC1=NC=C(C=C1)N1C(N(C2=C(C1=O)C=CN=C2)C)=O methyl (S)-2-((tert-butoxycarbonyl)amino)-3-(5-(1-methyl-2,4-dioxo-1,4-dihydropyrido[3,4-d]pyrimidin-3(2H)-yl)pyridin-2-yl)propanoate